COC=1C=C2C(=C(NC2=CC1)CC1=CC=C(C=C1)OC)CCNC(C)=O N-(2-(5-methoxy-2-(4-methoxybenzyl)-1H-indol-3-yl)ethyl)acetamide